FC(COC=1C(=NC=CN1)CN1C(C(=CC2=CC=C(N=C12)C)C1CCC(CC1)C1=C(C=CC=C1C)F)=O)F 1-((3-(2,2-difluoroethoxy)pyrazin-2-yl)methyl)-3-((1r,4r)-4-(2-fluoro-6-methylphenyl)cyclohexyl)-7-methyl-1,8-naphthyridin-2(1H)-one